C(C)(C)(C)NCCOC(C(=C)C)=O.O=C1C=2N=CNC2NC(=N1)NC(C(C)C)=O N-(6-oxo-6,9-dihydro-3H-purin-2-yl)isobutyramide 2-t-butylaminoethyl-methacrylate